(3-methyl-7-morpholino-5-(3-(m-tolyl)-1H-pyrazol-1-yl)-3H-imidazo[4,5-b]pyridin-2-yl)methanol CN1C(=NC=2C1=NC(=CC2N2CCOCC2)N2N=C(C=C2)C=2C=C(C=CC2)C)CO